FC1=C(C(=CC=C1C=1N=NN(C1)CCC(C)C)O)N1CC(NS1(=O)=O)=O 5-(2-fluoro-6-hydroxy-3-(1-isopentyl-1H-1,2,3-triazol-4-yl)phenyl)-1,2,5-thiadiazolidin-3-one 1,1-dioxide